NC1=C(C=C(C=C1)CN1N=NC2=C1N=C(N=C2C=2OC=CC2)N)C 3-[(4-amino-3-methylphenyl)methyl]-7-(furan-2-yl)triazolo[4,5-d]pyrimidin-5-amine